N[C@@H]1C2=CC=CC=C2CC12CCN(CC2)C2=C(C=CC(=C2C(=C)C2=NNCC2)OC)O (S)-6-(1-amino-1,3-dihydrospiro[indene-2,4'-piperidine]-1'-yl)-3-(1-(5-hydroxy-2-methoxyphenyl)vinyl)-1,5-dihydro-4H-pyrazole